(1R,3S)-3-{5-[6-(benzyloxy)-7-formyl-2,3-dihydro-1-benzofuran-2-amido]-2H-pyrazol-3-yl}cyclopentyl N-isopropylcarbamate C(C)(C)NC(O[C@H]1C[C@H](CC1)C=1NN=C(C1)NC(=O)C1OC2=C(C1)C=CC(=C2C=O)OCC2=CC=CC=C2)=O